C(C1=CC=CC=C1)OC1=C(C(=O)OCC2=CC=CC=C2)C=C(C(=C1)OCC1=CC=CC=C1)Br benzyl 2,4-bis(benzyloxy)-5-bromobenzoate